4-((2-chloro-5-(trifluoromethyl)benzoyl)glycyl)benzoic acid ClC1=C(C(=O)NCC(=O)C2=CC=C(C(=O)O)C=C2)C=C(C=C1)C(F)(F)F